phenyl-β-naphthyl-amine C1(=CC=CC=C1)NC1=CC2=CC=CC=C2C=C1